methyl 3-((4-methyl-1H-indol-5-yl)oxy)benzoate CC1=C2C=CNC2=CC=C1OC=1C=C(C(=O)OC)C=CC1